(R)-2-(((2R,3S,4R,5R)-5-(6-amino-2-chloro-9H-purin-9-yl)-3-ethynyl-3,4-dihydroxytetrahydrofuran-2-yl)methoxy)-2-cyano-3-phenylpropionic acid NC1=C2N=CN(C2=NC(=N1)Cl)[C@H]1[C@@H]([C@@]([C@H](O1)CO[C@](C(=O)O)(CC1=CC=CC=C1)C#N)(O)C#C)O